5-[({1-[2-fluoro-4-(trifluoromethyl) phenyl]cyclopropyl}carbonyl) amino]benzoate FC1=C(C=CC(=C1)C(F)(F)F)C1(CC1)C(=O)NC=1C=CC=C(C(=O)[O-])C1